[4,4-diethyl-6-oxo-1-[[(1R,2R)-2-[[2-(trifluoromethyl)chroman-4-yl]carbamoyl]cyclopropyl]methyl]hexahydropyrimidin-2-ylidene]ammonium C(C)C1(NC(N(C(C1)=O)C[C@H]1[C@@H](C1)C(NC1CC(OC2=CC=CC=C12)C(F)(F)F)=O)=[NH2+])CC